4-iodo-N-[(2R)-1-methoxypropan-2-yl]-6-(morpholin-4-yl)pyridin-2-amine IC1=CC(=NC(=C1)N1CCOCC1)N[C@@H](COC)C